4-(2-(4-(5-(difluoromethyl)-1,3,4-oxadiazol-2-yl)benzyl)-2H-tetrazol-5-yl)-2,3-dihydro-1H-inden-1-one FC(C1=NN=C(O1)C1=CC=C(CN2N=C(N=N2)C2=C3CCC(C3=CC=C2)=O)C=C1)F